C(C(C)(C)C)C1(C=CC=C1)[Hf](N(C)C)(N(C)C)N(C)C (neopentyl-cyclopentadienyl)tris(dimethylamino)hafnium